tert-butyl ((trans)-3-((6-(1-methyl-1H-pyrazol-4-yl)pyrazolo[1,5-a]pyrazin-4-yl)oxy)cyclobutyl)carbamate CN1N=CC(=C1)C=1N=C(C=2N(C1)N=CC2)O[C@@H]2C[C@H](C2)NC(OC(C)(C)C)=O